COC(=O)C=1N=CC=C2C1N(C=C2)N2C=NC=C2 (1H-imidazol-1-yl)-1H-pyrrolo[2,3-c]pyridine-7-carboxylic acid methyl ester